C(C)OC(C[C@@H]([C@H](CC1=CC=CC=C1)NC([C@H](C(C)C)NC(CC(C)C)=O)=O)O)=O (3S,4S)-ethyl-3-hydroxy-4-((S)-3-methyl-2-(3-methylbutanoylamino) butyrylamino)-5-phenylpentanoate